N-((4-Methyl-4'-(2-(4-methylpiperazin-1-yl)ethyl)-[1,1'-biphenyl]-3-yl)carbamothioyl)acetamide CC1=C(C=C(C=C1)C1=CC=C(C=C1)CCN1CCN(CC1)C)NC(=S)NC(C)=O